1-(isopropylsulfonyl)piperidin-4-amine C(C)(C)S(=O)(=O)N1CCC(CC1)N